FC1=C(C=C2C(=NN(C(C2=C1)=O)C1=C(C=CC=C1)C)C(C)C)C=1N=C(N(C1)C)C(C)(C)O 7-Fluoro-6-(2-(2-hydroxypropan-2-yl)-1-methyl-1H-imidazol-4-yl)-4-isopropyl-2-(o-tolyl)phthalazin-1(2H)-one